FC1=C(C(=CC(=C1)CNC1=NC(=CC=C1C)OC)OCC1=CC=C(C=C1)OC)N1CC(NS1(=O)=O)=O 5-[2-fluoro-4-[[(6-methoxy-3-methyl-2-pyridinyl)amino]methyl]-6-[(4-methoxyphenyl)methoxy]phenyl]-1,1-dioxo-1,2,5-thiadiazolidin-3-one